F[Cs] fluorocesium